(4-(1H-1,2,3-triazol-1-yl)piperidin-1-yl)(3-((3-chloro-5-(trifluoromethyl)pyridin-2-yl)methoxy)-5-(piperidine-1-carbonyl)isoquinolin-7-yl)methanone N1(N=NC=C1)C1CCN(CC1)C(=O)C1=CC(=C2C=C(N=CC2=C1)OCC1=NC=C(C=C1Cl)C(F)(F)F)C(=O)N1CCCCC1